C(CC)OC1C(CC(CC1)C=C)O 2-propoxy-5-vinylcyclohexan-1-ol